N3,N9-bis(3-(9H-carbazol-9-yl)phenyl)-7,7-dimethyl-N3,N9-diphenyl-7H-benzo[de]anthracene-3,9-diamine C1=CC=CC=2C3=CC=CC=C3N(C12)C=1C=C(C=CC1)N(C=1C=CC2=C3C1C=CC=C3C(C=3C=C(C=CC23)N(C2=CC=CC=C2)C2=CC(=CC=C2)N2C3=CC=CC=C3C=3C=CC=CC23)(C)C)C2=CC=CC=C2